OC1=C(N=NC=C1O)C(CNC(C)=O)CC1=CC=C(C=C1)C#CC1=CC=C(C=C1)CN1CCOCC1 N-(2-(4,5-dihydroxypyridazin-3-yl)-3-(4-((4-(morpholinomethyl)phenyl)ethynyl)phenyl)propyl)acetamide